ClC1=C(C=CC(=C1)F)C1(CC1)C1=NOC(=N1)C1=NN(C(=C1)C(F)F)CC(=O)N(C)CCOC 2-(3-(3-(1-(2-Chloro-4-fluorophenyl)cyclopropyl)-1,2,4-oxadiazol-5-yl)-5-(difluoromethyl)-1H-pyrazol-1-yl)-N-(2-methoxyethyl)-N-methylacetamide